2-(4-((6-(benzyloxy)-2-(4-(methylsulfonyl)phenyl)naphthalen-1-yl)oxy)phenoxy)acetaldehyde C(C1=CC=CC=C1)OC=1C=C2C=CC(=C(C2=CC1)OC1=CC=C(OCC=O)C=C1)C1=CC=C(C=C1)S(=O)(=O)C